Dimethyl-Ethylhexylglycerin CC(C(C(O)(CCCCCC)CC)O)(O)C